20-bromoicosene BrCCCCCCCCCCCCCCCCCCC=C